C1(=CC=C(C=C1)C1CN(CCC1)CC1CCCC1)C1=CC=CC=C1 3-([1,1'-biphenyl]-4-yl)-1-(cyclopentylmethyl)piperidine